ClC=1C=C2C(=C3C4(NC(NC13)=O)CCCCC4)OC(=C2)CNCCCN2C(CCC2)=O 5'-chloro-2'-({[3-(2-oxopyrrolidin-1-yl)propyl]amino}methyl)-7',8'-dihydro-6'H-spiro[cyclohexane-1,9'-furo[2,3-f]quinazoline]-7'-one